1-[3-(1-hydroxyethyl)-6-[5-[(6-methylpyridazin-3-yl)amino]benzimidazol-1-yl]-2-pyridyl]-4,5-dimethyl-pyrazole-3-carbonitrile OC(C)C=1C(=NC(=CC1)N1C=NC2=C1C=CC(=C2)NC=2N=NC(=CC2)C)N2N=C(C(=C2C)C)C#N